CNC(=O)C1=NON=C1OC1(CC1)C N-methyl-4-(1-methylcyclopropoxy)-1,2,5-oxadiazole-3-carboxamide